C1=C(C2=NON=C2C(=C1)Cl)[N+](=O)[O-] Nitrobenzoxadiazole chloride